C(C=C)(=O)OCCC[Si](OCCOC)(OCCOC)OCCOC acryloyloxypropyltris(methoxyethoxy)silane